1-(2-methyl-4-(4,4,5,5-tetramethyl-1,3,2-dioxaborolan-2-yl)benzyl)-1H-benzo[d]Imidazole-6-carboxylic acid methyl ester COC(=O)C=1C=CC2=C(N(C=N2)CC2=C(C=C(C=C2)B2OC(C(O2)(C)C)(C)C)C)C1